2-bromo-4,6-diiodo-1,3,5-triazine BrC1=NC(=NC(=N1)I)I